nonacos-1-ene C=CCCCCCCCCCCCCCCCCCCCCCCCCCCC